N-methylcyanamide CNC#N